COC=1C=C(C=CC1OC)C=1NC2=CC=C(C=C2C1CC(F)(F)F)C1CCN(CC1)C(CCC(=O)N)=O 4-(4-(2-(3,4-dimethoxyphenyl)-3-(2,2,2-trifluoroethyl)-1H-indol-5-yl)piperidin-1-yl)-4-oxobutanamide